tert-butyl (2-butoxy-8-(hydroxy(4-(pyrrolidin-1-ylmethyl)phenyl)methyl)pyrazolo[1,5-a][1,3,5]triazin-4-yl)carbamate C(CCC)OC1=NC=2N(C(=N1)NC(OC(C)(C)C)=O)N=CC2C(C2=CC=C(C=C2)CN2CCCC2)O